CN(C1(CN(C1)C1=NC=2C[C@@H](CCC2C(=N1)N1C[C@@H](NCC1)CC#N)N1CCCC2=CC=C(C=C12)F)COC)C 2-((S)-4-((R)-2-(3-(dimethylamino)-3-(methoxymethyl)azetidin-1-yl)-7-(7-fluoro-3,4-dihydroquinolin-1(2H)-yl)-5,6,7,8-tetrahydroquinazolin-4-yl)piperazin-2-yl)acetonitrile